[3-(imidazol-1-yl)-5H,6H,7H-cyclopenta[c]pyridin-1-yl]methanediol N1(C=NC=C1)C1=CC2=C(C(=N1)C(O)O)CCC2